OC1C(CC12CCN(CC2)C(CC)=O)C2N1C(C=3C=CC=CC23)=CN=C1 1-[3-hydroxy-2-(5H-imidazo[1,5-b]isoindol-5-yl)-7-azaspiro[3.5]nonane-7-yl]propane-1-one